methyl (9S,10R,11E,13R)-9,10,13-trihydroxyoctadec-11-enoate O[C@@H](CCCCCCCC(=O)OC)[C@@H](\C=C\[C@@H](CCCCC)O)O